1-fluoro-N-((6S,7S)-6-((2-fluoro-[1,1'-biphenyl]-3-yl)methyl)-5-(3-(fluoromethyl)oxetane-3-carbonyl)-5-azaspiro[2.4]heptan-7-yl)methanesulfonamide FCS(=O)(=O)N[C@@H]1[C@@H](N(CC12CC2)C(=O)C2(COC2)CF)CC=2C(=C(C=CC2)C2=CC=CC=C2)F